tert-butyl (1-cyclohexylpropan-2-yl)((1-(2-hydroxyethyl)-1H-indol-7-yl)methyl)carbamate C1(CCCCC1)CC(C)N(C(OC(C)(C)C)=O)CC=1C=CC=C2C=CN(C12)CCO